9-nitrobenzo[4,5]imidazo[1,2-a]pyridine [N+](=O)([O-])C1=CC=CC=2N=C3N(C=CC=C3)C21